FC1=C(C=C(C=C1)S(=O)(=O)NC)C1=CC(=NN1)C 4-fluoro-N-methyl-3-(3-methyl-1H-pyrazol-5-yl)benzenesulfonamide